C(C(C)C)C1=C(C=CC=C1)C1=NC(=NC(=C1)OC1=CC=C(C=C1)N1CCNCC1)NS(=O)(=O)C=1C=NN(C1)C N-[4-(2-isobutylphenyl)-6-(4-piperazin-1-ylphenoxy)pyrimidin-2-yl]-1-methyl-pyrazole-4-sulfonamide